1-ethyl-8-[N-ethyl-N-(4-methylphenyl)amino]-2,2,4-trimethyl-1,2-dihydrospiro[11H-chromeno[2,3-g]quinoline-11,3'-phthalide] C(C)N1C(C=C(C2=CC3=C(C=C12)C1(OC(=O)C2=CC=CC=C12)C=1C=CC(=CC1O3)N(C3=CC=C(C=C3)C)CC)C)(C)C